(E)-Methyl 3-(4-methyl-2,5,7-trioxabicyclo[2.2.2]octan-1-yl)acrylate CC12COC(CO1)(OC2)/C=C/C(=O)OC